ClC1=C(C(=CC=C1)C(F)(F)F)COC=1C=CC(=NC1)N1C(O[C@H](C1)CO)=O (5R)-3-(5-{[2-chloro-6-(trifluoromethyl)phenyl]methoxy}pyridin-2-yl)-5-(hydroxymethyl)-1,3-oxazolidin-2-one